perfluoro-n-hexadecanoic acid FC(C(=O)O)(C(C(C(C(C(C(C(C(C(C(C(C(C(C(F)(F)F)(F)F)(F)F)(F)F)(F)F)(F)F)(F)F)(F)F)(F)F)(F)F)(F)F)(F)F)(F)F)(F)F)F